C(C)(C)(C)S(=O)NC1=CC=C(C(=N1)NC=1SC(=CN1)C(=O)NC1=C(C(=CC=C1C)O)C)C 2-[[6-(tert-butylsulfinylamino)-3-methyl-2-pyridyl]amino]-N-(3-hydroxy-2,6-dimethyl-phenyl)thiazole-5-carboxamide